monopropenyl-amine C(=CC)N